4-(2-cyclohexylethoxy)-2,6-dimethylbenzamide C1(CCCCC1)CCOC1=CC(=C(C(=O)N)C(=C1)C)C